FC1=CC=C(OCC(CC(=C)C)(C)NS(=O)C(C)(C)C)C=C1 N-[1-[(4-fluorophenoxy)methyl]-1,3-dimethyl-but-3-enyl]-2-methyl-propane-2-sulfinamide